2-((12-bromotridecyl)oxy)tetrahydro-2H-pyran BrC(CCCCCCCCCCCOC1OCCCC1)C